N1=CC(=CC=C1)CCNC1=NC=CC(=C1)C=1C=C2C(=NNC2=CC1)N 5-(2-((2-(Pyridin-3-yl)ethyl)amino)pyridine-4-yl)-1H-indazol-3-amine